1-(2-fluorobenzyl)piperidin-4-ylamine FC1=C(CN2CCC(CC2)N)C=CC=C1